C(C=C(C)CCC=C(C)CCC=C(C)C)Br trans-farnesyl-bromine